[V+3].CN(C(C=C)=O)C1=CC(=CC=C1)N1N=C(C(=C1)C=1C=C2CCNC(C2=CC1)=O)[N+](=O)[O-] N-methyl-N-(3-(3-nitro-4-(1-oxo-1,2,3,4-tetrahydroisoquinolin-6-yl)-1H-pyrazol-1-yl)phenyl)acrylamide vanadium (3+)